(R)-(1-(4-((4-chloro-5-(trifluoromethyl)pyrimidin-2-yl)amino)-3-ethylphenyl)piperazin-2-yl)methyl acetate C(C)(=O)OC[C@@H]1N(CCNC1)C1=CC(=C(C=C1)NC1=NC=C(C(=N1)Cl)C(F)(F)F)CC